[C@H]12N(C[C@H](NC1)C2)C2=CC(=C(NC1=NC=C(C(=N1)C1=CC3=C(C(N(CCS3(=O)=O)C)=O)S1)C(F)(F)F)C=C2)C 7-[2-[4-[(1R,4R)-2,5-diazabicyclo[2.2.1]heptan-2-yl]-2-methyl-anilino]-5-(trifluoromethyl)pyrimidin-4-yl]-4-methyl-1,1-dioxo-2,3-dihydrothieno[2,3-f][1,4]thiazepin-5-one